4-[(2-fluoro-6-chlorobenzyl)amino]-2-[[1-(2-methoxyethyl)-1H-pyrazol-4-yl]amino]pyrimidin-5-carboxamide FC1=C(CNC2=NC(=NC=C2C(=O)N)NC=2C=NN(C2)CCOC)C(=CC=C1)Cl